2-formylbenzenesulfonic acid C(=O)C1=C(C=CC=C1)S(=O)(=O)O